6-(5-(2-(((6-fluoro-1-methyl-2-oxoindolin-7-yl)methyl)amino)ethyl)-2-oxooxazolidin-3-yl)-2H-benzo[b][1,4]oxazin-3(4H)-one FC1=CC=C2CC(N(C2=C1CNCCC1CN(C(O1)=O)C1=CC2=C(OCC(N2)=O)C=C1)C)=O